(R)-N-((3-CYANO-4-(((R)-4-(DIMETHYLAMINO)-1-((4-FLUOROPHENYL)THIO)BUTAN-2-YL)AMINO)-5-FLUOROPHENYL)SULFONYL)-2-METHYLTETRAHYDRO-2H-PYRAN-2-CARBOXAMIDE C(#N)C=1C=C(C=C(C1N[C@@H](CSC1=CC=C(C=C1)F)CCN(C)C)F)S(=O)(=O)NC(=O)[C@@]1(OCCCC1)C